(Z)-2-fluoro-3-(thiazol-2-yl)acrylic acid F\C(\C(=O)O)=C/C=1SC=CN1